8-fluoro-4-(5-methyl-1H-indazol-4-yl)-2-(2-(2-methyl-2-propenoyl)-2,6-diazaspiro[3.4]octan-6-yl)-3-quinolinecarbonitrile FC=1C=CC=C2C(=C(C(=NC12)N1CC2(CN(C2)C(C(=C)C)=O)CC1)C#N)C1=C2C=NNC2=CC=C1C